[O-]C1=C(C=C(C=C1)C1=CC(=C(C=C1)[O-])C(=O)[O-])C(=O)[O-] 4,4'-Dioxidobiphenyl-3,3'-dicarboxylate